BrC1=CC2=C(C(=N1)NC=1C(=C(C(=C(C(=O)NC3(CC3)CF)C1)C)F)F)N(C=N2)C(C)C 5-((6-bromo-3-isopropyl-3H-imidazo[4,5-c]pyridin-4-yl)amino)-3,4-difluoro-N-(1-(fluoromethyl)cyclopropyl)-2-methylbenzamide